[Cl-].C(=C)N1C=NC=C1 N-vinylimidazole chloride salt